ClCC=1N=NN(C1C(F)F)C 4-(chloromethyl)-5-(difluoromethyl)-1-methyl-1H-1,2,3-triazole